2-(7-((2S,5R)-2,5-dimethyl-4-(1-(tetrahydro-2H-pyran-4-yl)ethyl)piperazin-1-yl)-4-methyl-5-oxo-4,5-dihydro-2H-pyrazolo[4,3-b]pyridin-2-yl)acetonitrile C[C@@H]1N(C[C@H](N(C1)C(C)C1CCOCC1)C)C=1C=2C(N(C(C1)=O)C)=CN(N2)CC#N